C1(CCC1)C1=CC=C2C=C(C(NC2=C1C1=NN(C=C1)C1=CC=CC=C1)=O)C(=O)O 7-cyclobutyl-2-oxo-8-(1-phenyl-1H-pyrazol-3-yl)-1,2-dihydroquinoline-3-carboxylic acid